(Z)-3-((5-(4-aminophenyl)-3,3-dibutyl-7-(methylsulfanyl)-1,1-dioxido-2,3,4,5-tetrahydro-1,5-benzothiazepin-8-yl)oxy)-2-fluoroacrylic acid NC1=CC=C(C=C1)N1CC(CS(C2=C1C=C(C(=C2)O\C=C(\C(=O)O)/F)SC)(=O)=O)(CCCC)CCCC